C(C)(C)(C)OC(=O)N[C@@H](C(=O)OCOC(N(CC)[C@H](CC1=CC2=C(OCO2)C=C1)C)=O)C(C)C [[(1S)-2-(1,3-Benzodioxol-5-yl)-1-methyl-ethyl]-ethyl-carbamoyl]oxymethyl (2R)-2-(tert-butoxycarbonylamino)-3-methyl-butanoate